tert-Butyl (R)-3-(4-amino-7-bromo-1H-imidazo[4,5-c]quinolin-2-yl)pyrrolidine-1-carboxylate NC1=NC=2C=C(C=CC2C2=C1N=C(N2)[C@H]2CN(CC2)C(=O)OC(C)(C)C)Br